4,4,4-trifluoro-1-(4-methylthiophene-2-yl)-3-(3,4,5-trichlorophenyl)-2-butene FC(C(=CCC=1SC=C(C1)C)C1=CC(=C(C(=C1)Cl)Cl)Cl)(F)F